N[C@H]1CS(C2=C(N(C1=O)CC1=CC=C(C=C1)Cl)C=C(C(=C2)F)C2=NOC(=N2)C(C(F)(F)F)(C)O)(=O)=O (3R)-3-amino-5-[(4-chlorophenyl)methyl]-8-fluoro-1,1-dioxo-7-[5-(2,2,2-trifluoro-1-hydroxy-1-methyl-ethyl)-1,2,4-oxadiazol-3-yl]-2,3-dihydro-1λ6,5-benzothiazepin-4-one